FC=1C=C(C=CC1OC1=CC=NC2=CC(=C(N=C12)F)C)NC(=O)C=1C(=NC(=C(C1O)C1=CC=C(C=C1)F)C)C N-[3-Fluoro-4-[(6-fluoro-7-methyl-1,5-naphthyridin-4-yl)oxy]phenyl]-5-(4-fluorophenyl)-4-hydroxy-2,6-dimethylpyridine-3-carboxamide